2,6-Dichloro-4-[(1-methyl-1H-pyrazol-4-yl)amino]nicotinamide ClC1=C(C(=O)N)C(=CC(=N1)Cl)NC=1C=NN(C1)C